The molecule is a very long-chain omega-3 fatty acid that is tetracosanoic acid having five double bonds located at positions 9, 12, 15, 18 and 21 (the (9Z,12Z,15Z,18Z,21Z-isomer). It is an omega-3 fatty acid and a tetracosapentaenoic acid. It is a conjugate acid of a (9Z,12Z,15Z,18Z,21Z)-tetracosapentaenoate. CC/C=C\\C/C=C\\C/C=C\\C/C=C\\C/C=C\\CCCCCCCC(=O)O